N-(8-fluoro-1,2,3,5,6,7-hexahydros-indacen-4-ylcarbamoyl)-5-(2-hydroxypropan-2-yl)thiazole-2-sulfonamide FC=1C=2CCCC2C(=C2CCCC12)NC(=O)NS(=O)(=O)C=1SC(=CN1)C(C)(C)O